CCCCC/C=C\C/C=C\C/C=C\C/C=C\CCCC(=O)OC[C@H](COP(=O)([O-])OCC[N+](C)(C)C)OC(=O)CCCCCCC/C=C\C/C=C\C/C=C\CC 1-(5Z,8Z,11Z,14Z-eicosatetraenoyl)-2-(9Z,12Z,15Z-octadecatrienoyl)-glycero-3-phosphocholine